5-(2-(3,4-dimethoxyphenyl)-3-ethyl-1H-indol-5-yl)-N-(1-isopropylpiperidin-4-yl)-1,3,4-oxadiazole-2-carboxamide COC=1C=C(C=CC1OC)C=1NC2=CC=C(C=C2C1CC)C1=NN=C(O1)C(=O)NC1CCN(CC1)C(C)C